N-[4-chloro-3-(2'-methoxy-6-oxo-1,6-dihydro[4,5']bipyrimidin-2-yl)benzyl]isobutyramide ClC1=C(C=C(CNC(C(C)C)=O)C=C1)C=1NC(C=C(N1)C=1C=NC(=NC1)OC)=O